FC(C=1C=C(CN2C=CC3=CC(=CC=C23)NC(C=C)=O)C=CC1)(F)F N-(1-(3-(trifluoromethyl)benzyl)-1H-indol-5-yl)acrylamide